BrC=1C=C(C=CC1O)C1=NC(=NC2=CC(=C(C=C12)OC)OC)N 4-(3-bromo-4-hydroxyphenyl)-amino-6,7-dimethoxyquinazoline